N1C(=NC2=C1C=CC=C2)OB(O)O (1H-benzo[D]imidazol-2-yl)boric acid